N2-[3-(cyclopentyl)propanoyl]guanosine C1(CCCC1)CCC(=O)NC=1NC(C=2N=CN([C@H]3[C@H](O)[C@H](O)[C@@H](CO)O3)C2N1)=O